(4-(2,2-dimethyl-5-nitro-2,3-dihydrofuro[2,3-b]pyridin-6-yl)morpholin-3-yl)methanol CC1(CC=2C(=NC(=C(C2)[N+](=O)[O-])N2C(COCC2)CO)O1)C